1,2-dimethoxy-3,4-phenylenediamine COC1=C(C(=C(C=C1)N)N)OC